N1=CN=C(C=C1)C1=C(C(=O)N2CCC(CC2)(C#N)[C@@H](C)C2=C(C=C(C=C2F)F)F)C=CC=N1 |r| racemic-1-(2-(pyrimidin-4-yl)nicotinoyl)-4-(1-(2,4,6-trifluorophenyl)ethyl)piperidine-4-carbonitrile